ethyl 6-bromo-4-hydroxy-2-oxo-1H-1,8-naphthyridine-3-carboxylate BrC=1C=C2C(=C(C(NC2=NC1)=O)C(=O)OCC)O